[C@@H]1([C@@H](CCCC1)C(=O)O)C(=O)O trans-1,2-cyclohexanedicarboxylic acid